NOCCCCNC(OCC1=CC=CC=C1)=O benzyl (4-aminooxybutyl)carbamate